perfluoro(2-hydroxymethyl-2,4-di-n-pentyl-1,3-dioxolane) sodium salt [Na].FC1(OC(OC1(F)F)(C(C(C(C(C(F)(F)F)(F)F)(F)F)(F)F)(F)F)C(O)(F)F)C(C(C(C(C(F)(F)F)(F)F)(F)F)(F)F)(F)F